COC1=C(C(=CC(=C1)N1C=NC2=C1C=CC(=C2)C=2C=NN(C2)C)OC)C(=O)N2CC(C2)N2CCOCC2 [2,6-dimethoxy-4-[5-(1-methylpyrazol-4-yl)benzimidazol-1-yl]phenyl]-(3-morpholinoazetidin-1-yl)methanone